2-(3-chloro-4-fluorophenyl)propanoate ClC=1C=C(C=CC1F)C(C(=O)[O-])C